(2R,6R)-N-({4-[6-(difluoromethoxy)pyridin-2-yl]phenyl}methyl)-4-[(1R)-1-(3-fluoro-4-methylpyridin-2-yl)-3-methoxypropyl]-6-methyl-1-(2-methylpropanoyl)piperazine-2-carboxamide FC(OC1=CC=CC(=N1)C1=CC=C(C=C1)CNC(=O)[C@@H]1N([C@@H](CN(C1)[C@H](CCOC)C1=NC=CC(=C1F)C)C)C(C(C)C)=O)F